FC=1C(=NC=C(C1)C1(CCN(CC1)C1=C(C=C(C=C1)C(F)(F)F)F)C(=O)NCCNC)C=1C(=NC=CC1)OC 4-{3-fluoro-2'-methoxy-[2,3'-bipyridinyl]-5-yl}-1-[2-fluoro-4-(trifluoromethyl)phenyl]-N-[2-(methylamino)ethyl]piperidine-4-carboxamide